C(C)O[Si](CCCSSSCCC[Si](C)(C)OCC)(C)C Bis(3-monoethoxydimethylsilylpropyl) trisulfide